N-((1-((3-Fluoropyridin-2-yl)methyl)pyrrolidin-3-yl)methyl)-1-(3-(4-Methoxyphenyl)-1,2,4-oxadiazol-5-yl)piperidin-4-carboxamid FC=1C(=NC=CC1)CN1CC(CC1)CNC(=O)C1CCN(CC1)C1=NC(=NO1)C1=CC=C(C=C1)OC